2,2-bis(3-phenyl-4-bromophenyl)ethane C1(=CC=CC=C1)C=1C=C(C=CC1Br)C(C)C1=CC(=C(C=C1)Br)C1=CC=CC=C1